Ethyl 2-(4-(6-((4-Cyano-2-Fluorobenzyl)oxy)-5-Fluoropyridin-2-yl)Cyclohex-3-en-1-yl)Acetate C(#N)C1=CC(=C(COC2=C(C=CC(=N2)C2=CCC(CC2)CC(=O)OCC)F)C=C1)F